[N+](=O)([O-])C=1C=C(C=CC1)CC#N 3-Nitrobenzeneacetonitrile